tert-butyl (N-(2-(4-(7-(pyridin-3-yl)-7H-pyrrolo[2,3-d]pyrimidin-4-yl)phenyl)propan-2-yl)sulfamoyl)carbamate N1=CC(=CC=C1)N1C=CC2=C1N=CN=C2C2=CC=C(C=C2)C(C)(C)NS(=O)(=O)NC(OC(C)(C)C)=O